N1(C=NC=C1)C=1N=C(C2=C(N1)C=C(N2)C)C(=O)O 2-(1H-imidazol-1-yl)-6-methyl-5H-pyrrolo[3,2-d]pyrimidine-4-carboxylic acid